(2S,4R)-N-((R)-1-(4-carbamimidoylthiophen-2-yl)ethyl)-4-fluoro-4-(methoxymethyl)-1-((4-phenoxybenzoyl)glycyl)pyrrolidine-2-carboxamide C(N)(=N)C=1C=C(SC1)[C@@H](C)NC(=O)[C@H]1N(C[C@](C1)(COC)F)C(CNC(C1=CC=C(C=C1)OC1=CC=CC=C1)=O)=O